1-(4-((6-(Chloromethyl)-2-oxo-2H-chromene-3-carbonyl)oxy)phenethyl)guanidinium chloride dihydrate O.O.[Cl-].ClCC=1C=C2C=C(C(OC2=CC1)=O)C(=O)OC1=CC=C(CCNC(=[NH2+])N)C=C1